COC(C1=CC=C(C=C1)C=CC(=O)NC1=NC(=CN=C1)N1CC(CCC1)OC1=C(C=CC=C1)OCC)=O 4-(3-((6-(3-(2-ethoxyphenoxy)piperidin-1-yl)pyrazin-2-yl)amino)-3-Oxoprop-1-en-1-yl)benzoic acid methyl ester